ClCOC(=O)N1C=CC=C1 1H-pyrrole-1-carboxylic acid chloromethyl ester